(±)-tert-butyl 4-((5-methoxy-7-methyl-1-tolyl-1H-indol-4-yl)thio)-3-(4-(methoxycarbonyl)phenyl)piperidine-1-carboxylate COC=1C(=C2C=CN(C2=C(C1)C)C1=C(C=CC=C1)C)SC1C(CN(CC1)C(=O)OC(C)(C)C)C1=CC=C(C=C1)C(=O)OC